BrC(C(=O)NC(C)(C)C)(F)F 2-bromo-N-(tert-butyl)-2,2-difluoroacetamide